3-(6-fluoro-4-((3-fluoro-4-(piperidin-1-ylmethyl)benzyl)thio)-1-oxoisoindolin-2-yl)piperidine-2,6-dione FC1=CC(=C2CN(C(C2=C1)=O)C1C(NC(CC1)=O)=O)SCC1=CC(=C(C=C1)CN1CCCCC1)F